6-(2-methyl-2H-indazol-5-yl)-N-(piperidin-4-yl)[1,3]thiazolo[4,5-b]pyridin-2-amine CN1N=C2C=CC(=CC2=C1)C=1C=C2C(=NC1)N=C(S2)NC2CCNCC2